2-(4-oxo-pyrrolo[1,2-d][1,2,4]triazin-3(4H)yl)acetic acid O=C1N(N=CC=2N1C=CC2)CC(=O)O